N-(3-aminopropyl)benzyl-amine NCCCNCC1=CC=CC=C1